8-benzyl-6-(3-((tert-butyldimethylsilyl)oxy)-2-fluorophenyl)-2-(furan-2-ylmethyl)imidazo[1,2-a]Pyrazin-3(7H)-one C(C1=CC=CC=C1)C1=C2N(C=C(N1)C1=C(C(=CC=C1)O[Si](C)(C)C(C)(C)C)F)C(C(=N2)CC=2OC=CC2)=O